FC(C1=CC=C(C=C1)C1=NN(C2=CC=CC=C12)C1=CC(=C2C=NNC2=C1)NC(C=C)=O)(F)F N-(3-(4-(trifluoromethyl)phenyl)-1'H-[1,6'-biindazol]-4'-yl)-acrylamide